C[Si](OC)(OC)CCCS methyl-gamma-mercaptopropyl-dimethoxysilane